ClC1=CC(=C(COC2=NSC=C2C2=CC(=C(CC3=NC4=C(N3C[C@H]3OCC3)C=C(C=C4)C(=O)OC)C=C2F)F)C=C1)F methyl (S)-2-(4-(3-((4-chloro-2-fluorobenzyl)oxy)isothiazol-4-yl)-2,5-difluorobenzyl)-1-(oxetan-2-ylmethyl)-1H-benzo[d]imidazole-6-carboxylate